2-{3-[(3s,5r)-3-methyl-5-(prop-2-yl)piperazin-1-yl]-1,2,4-triazin-6-yl}-5-(1,2,4-thiadiazol-5-yl)phenol C[C@H]1CN(C[C@H](N1)C(C)C)C=1N=NC(=CN1)C1=C(C=C(C=C1)C1=NC=NS1)O